C(C)(CC)N(C(C)CC)[SiH3] di-sec.-butylaminosilane